acryloyloxyheptyl-propyl-dimethoxysilane C(C=C)(=O)OCCCCCCC[Si](OC)(OC)CCC